6-((5-methyl-3-(6-methylpyridin-3-yl)isoxazol-4-yl)methoxy)-N-(tetrahydropyran-4-yl)pyridazine-3-carboxamide CC1=C(C(=NO1)C=1C=NC(=CC1)C)COC1=CC=C(N=N1)C(=O)NC1CCOCC1